3-ethylimidazole perrhenate [Re](=O)(=O)(=O)O.C(C)N1C=NC=C1